tert-butyl N-[4-[[1-[[4-[[2-(hydroxycarbamoyl)-4-methyl-pentanoyl]amino]phenyl]methyl]triazol-4-yl]methylsulfamoyl]phenyl]carbamate ONC(=O)C(C(=O)NC1=CC=C(C=C1)CN1N=NC(=C1)CNS(=O)(=O)C1=CC=C(C=C1)NC(OC(C)(C)C)=O)CC(C)C